C(C)OC(=O)C=1OC2=C(C1C)C=C(C=C2)S(NCCC2=CC(=CC=C2)OCC)(=O)=O 5-(N-(3-ethoxyphenethyl)sulfamoyl)-3-methylbenzofuran-2-carboxylic acid ethyl ester